(3-Chloro-5-methoxycarbonyl-phenyl)boronic acid ClC=1C=C(C=C(C1)C(=O)OC)B(O)O